CCCCC=CCCCCCCC=CCCCC octadeca-5,13-diene